1-(4-(4-fluoro-2-(4-(2-(trifluoromethyl)nicotinoyl)-1H-pyrrol-2-yl)-1H-benzo[d]imidazol-6-yl)piperidin-1-yl)ethan-1-one FC1=CC(=CC=2NC(=NC21)C=2NC=C(C2)C(C2=C(N=CC=C2)C(F)(F)F)=O)C2CCN(CC2)C(C)=O